CS(=O)(=O)OC(C(F)(F)F)C=1C(=NC=CC1)Br 1-(2-bromopyridin-3-yl)-2,2,2-trifluoroethyl methanesulfonate